3,6-dimethyl-4-decyne-3,6-diol CC(CC)(C#CC(CCCC)(O)C)O